4-pyrrolyldimethylamine N1C=CC(=C1)N(C)C